N-(N,N-dimethyl-2-aminocyclohepta[b]benzofur-9-yl)ethanesulfonamide CN(C1=CC=C2C(=C3C(O2)=CC=CC(=C3)NS(=O)(=O)CC)C1)C